COC(C1=CN=C(C=C1)CN=[N+]=[N-])=O 6-(azidomethyl)nicotinic acid methyl ester